[Cl-].ClC1=NC(=NC(=N1)[N+]1(C=NC=C1)CCCNC(CCCCCCCCCCCCC)=O)[N+]1(C=NC=C1)CCCNC(CCCCCCCCCCCCC)=O.[Cl-] 1,1'-(6-Chloro-1,3,5-triazin-2,4-diyl)bis(1-(3-tetradecanamidopropyl)-1H-imidazol-1-ium) chlorid